C1(=CC=C(C=C1)N(C1=CC=C(C=C1)C=1C=CC=2N(C3=CC=CC=C3C2C1)C1=CC=CC=C1)C1=CC=2C(C3=CC=CC=C3C2C=C1)(C1=CC=CC=C1)C1=CC=CC=C1)C1=CC=CC=C1 biphenyl-4-yl-(9,9-diphenyl-9H-fluoren-2-yl)-[4-(9-phenyl-9H-carbazol-3-yl)phenyl]Amine